C1(=C(C=CC=C1)N(C1=CC=2C3(C4=CC=CC=C4C2C=C1)C1=CC=CC=C1C=1C=CC=CC13)C1=CC=3C(C2=CC=CC=C2C3C=C1)(C)C)C1=CC=CC=C1 N-([1,1'-biphenyl]-2-yl)-N-(9,9-dimethyl-9H-fluoren-2-yl)-9,9'-spirobi[fluorene]-2-amine